BrCC=1C=CC(=NC1)C=1N(C=C(N1)C(F)(F)F)C 5-(bromomethyl)-2-(1-methyl-4-(trifluoromethyl)-1H-imidazol-2-yl)pyridine